N-(2-((1S,3R)-3-((4-((R)-3-(dimethylamino)pyrrolidin-1-yl)-5-(trifluoromethyl)pyrimidin-2-yl)amino)cyclohexyl)-3-oxoisoindolin-5-yl)acrylamide CN([C@H]1CN(CC1)C1=NC(=NC=C1C(F)(F)F)N[C@H]1C[C@H](CCC1)N1CC2=CC=C(C=C2C1=O)NC(C=C)=O)C